(1-phenyl-1H-imidazol-4-yl)(4-(5-phenyl-4,5-dihydro-1H-pyrazole-1-carbonyl)piperidin-1-yl)methanone C1(=CC=CC=C1)N1C=NC(=C1)C(=O)N1CCC(CC1)C(=O)N1N=CCC1C1=CC=CC=C1